NC=1C=C(C(=O)NC2=CC=C(C=C2)OC(F)(F)Cl)C=C(C1NC(C)C)Br 3-amino-5-bromo-N-(4-(chlorodifluoromethoxy)phenyl)-4-(isopropylamino)benzamide